C(\C=C\C(=O)O)(=O)O.C(\C=C\C(=O)O)(=O)O.C(\C=C\C(=O)O)(=O)O.C(\C=C\C(=O)O)(=O)O.NCCNCCNCCN triethylenetetramine tetrafumarate